1-(((2S,3S,4S)-3-ethyl-4-fluoro-5-oxopyrrolidin-2-yl)methoxy)-4-(((1s,4R)-4-(hydroxymethyl)cyclohexyl)ethynyl)-7-methoxyisoquinoline-6-carboxamide C(C)[C@H]1[C@H](NC([C@H]1F)=O)COC1=NC=C(C2=CC(=C(C=C12)OC)C(=O)N)C#CC1CCC(CC1)CO